(S)-N-(1-amino-3-hydroxy-1-oxopropan-2-yl)-5-((2,4-dimethylthiazol-5-yl)methoxy)-2-methylbenzofuran-3-carboxamide NC([C@H](CO)NC(=O)C1=C(OC2=C1C=C(C=C2)OCC2=C(N=C(S2)C)C)C)=O